N-(4-(4-amino-5-(4-((6-chloropyridin-2-yl)oxy)-3-fluorophenyl)-7-methyl-7H-pyrrolo[2,3-d]pyrimidin-6-yl)phenyl)-2-cyclopropylacrylamide NC=1C2=C(N=CN1)N(C(=C2C2=CC(=C(C=C2)OC2=NC(=CC=C2)Cl)F)C2=CC=C(C=C2)NC(C(=C)C2CC2)=O)C